C(C)(C)(C)OC(NC1(CCN(CC1)C1=NC(=C(C(=N1)C#N)Br)C)C)=O N-[1-(5-bromo-4-cyano-6-methylpyrimidin-2-yl)-4-methylpiperidin-4-yl]carbamic acid tert-butyl ester